1-acetyl-4-fluoro-N-{[6-fluoro-5-(propan-2-yl)pyridin-2-yl][3-(1,2-oxazol-5-yl)phenyl]methyl}pyrrolidine-2-carboxamide C(C)(=O)N1C(CC(C1)F)C(=O)NC(C1=CC(=CC=C1)C1=CC=NO1)C1=NC(=C(C=C1)C(C)C)F